C1(=CCCC1)C=1C=NC=CC1 3-(cyclopent-1-en-1-yl)pyridine